(E)-diazene-1,2-diylbis(piperidine) N(=N\N1CCCCC1)/N1CCCCC1